C(=O)(OOOCCC(C)(OC)C)OC(=O)OOOCCC(C)(OC)C di(3-methyl-3-methoxybutylperoxy) dicarbonate